N1CCC=CC1 1,2,3,6-tetrahydroPyridine